3-(6-bromo-3,5-difluoropyridin-2-yl)-6-(3,3-dimethylcyclobutyl)-7-methoxyimidazo[1,2-b]pyridazine BrC1=C(C=C(C(=N1)C1=CN=C2N1N=C(C(=C2)OC)C2CC(C2)(C)C)F)F